ClC=1C(=C(C=CC1F)[C@H](NC(=O)N1[C@@H](C(NCC1)=O)C)[C@@H]1CC(CC1)(F)F)F |o1:8,20| (2R)-N-((R or S)-(3-chloro-2,4-difluoro-phenyl)((S or R)-3,3-difluorocyclopentyl)-methyl)-2-methyl-3-oxopiperazine-1-carboxamide